B(O)(O)C1=CC=C(OC/C=C/C(=O)O)C=C1 (E)-4-(4-boronophenoxy)but-2-enoic acid